(2S,3S)-2-(fluoromethyl)-3-((R)-5-isopropyl-3-(isoquinolin-1-yl)-4,5-dihydroisoxazole-5-carboxamido)-5-oxotetrahydrofuran-2-yl 3,3-dimethylbutanoate CC(CC(=O)O[C@@]1(OC(C[C@@H]1NC(=O)[C@@]1(CC(=NO1)C1=NC=CC2=CC=CC=C12)C(C)C)=O)CF)(C)C